COC1=NC=C(C=N1)C=1C=CC(=NC1)N(C(CCC)=O)[C@@H]1CC[C@H](CC1)NC1=NC=C(C(=N1)C1=NNC=C1)C(F)(F)F N-(5-(2-methoxypyrimidin-5-yl)pyridin-2-yl)-N-(trans-4-((4-(1H-pyrazol-3-yl)-5-(trifluoromethyl)pyrimidin-2-yl)amino)cyclohexyl)butanamide